5-(8-(3-methylcyclobutyl)imidazo[1,2-b]pyridazin-6-yl)pyrimidine CC1CC(C1)C=1C=2N(N=C(C1)C=1C=NC=NC1)C=CN2